6-methyl-2-morpholino-quinoline CC=1C=C2C=CC(=NC2=CC1)N1CCOCC1